2-(benzyl(2-((carboxymethyl)(pyridin-2-ylmethyl)amino)ethyl)amino)acetic acid, 2,2,2-trifluoroacetate salt FC(C(=O)O)(F)F.C(C1=CC=CC=C1)N(CC(=O)O)CCN(CC1=NC=CC=C1)CC(=O)O